3-amino-6-chloro-N-((1R,3S)-3-hydroxycyclopentyl)-2-iodoisonicotinamide NC1=C(C(=O)N[C@H]2C[C@H](CC2)O)C=C(N=C1I)Cl